triethoxysilylpropylimidazolium C(C)O[Si](OCC)(OCC)CCCC=1NC=C[NH+]1